3-fluoro-4-(methylcarbamoyl)phenylboronic acid FC=1C=C(C=CC1C(NC)=O)B(O)O